CC1=C(C2=C(N1S(=O)(=O)C1=CC=C(C)C=C1)C(CC2C)=O)C(=O)OCC ethyl 2,4-dimethyl-6-oxo-1-tosyl-1,4,5,6-tetrahydrocyclopenta[b]pyrrole-3-carboxylate